1-(2-fluoropyridin-4-yl)-3-phenyl-urea FC1=NC=CC(=C1)NC(=O)NC1=CC=CC=C1